C(N)(=N)C=1C=C(SC1)[C@@H](C)NC(=O)[C@H]1N(C[C@@H](C1)C1=CC=CC=C1)C(CNC(C1=CC=C(C=C1)OC1=CC=CC=C1)=O)=O (2S,4S)-N-((R)-1-(4-carbamimidoylthiophen-2-yl)ethyl)-1-((4-phenoxybenzoyl)glycyl)-4-phenylpyrrolidine-2-carboxamide